C(CCCC)[Sn]=O monopentyltin oxide